2-azaspiro[3.4]octane-3,5-dione C1NC(C12C(CCC2)=O)=O